C(C=C)(=O)OCCOC(NCC(CC(CCNC(OCCOC(C=C)=O)=O)(C)C)C)=O 7,9,9-trimethyl-4,13-dioxo-3,14-dioxa-5,12-diazahexadecane-1,16-diol diacrylate